C(C)(C)N1N=CC(=C1C)C1=NC=2C(=NC=CC2C=2C=CC3=C(CCCC[C@@H]3NC(=O)C3=NC(=NO3)C(C)(C)C)C2)N1 3-tert-Butyl-[1,2,4]oxadiazole-5-carboxylic acid {(S)-2-[2-(1-isopropyl-5-methyl-1H-pyrazol-4-yl)-3H-imidazo[4,5-b]pyridin-7-yl]-6,7,8,9-tetrahydro-5H-benzocyclohepten-5-yl}-amide